F[C@@H]1C[C@H](N(C1)C(CCC(N1CCCC1)=O)=O)C(=O)N[C@H](C1=CC=C(C=C1)C(C)C)C1=CC=CC=C1 (2S,4R)-4-fluoro-1-[4-oxo-4-(pyrrolidin-1-yl)butanoyl]-N-[(S)-phenyl[4-(propan-2-yl)phenyl]methyl]pyrrolidine-2-carboxamide